N-(5-cyanopentyl)caproamide C(#N)CCCCCNC(CCCCC)=O